ClC1=C(C=CC=C1)C1CCN(CC1)C(CCCCCNC1=C2C(N(C(C2=CC=C1)=O)C1C(NC(CC1)=O)=O)=O)=O ((6-(4-(2-chlorophenyl)piperidin-1-yl)-6-oxohexyl)amino)-2-(2,6-dioxopiperidin-3-yl)isoindoline-1,3-dione